C(C)(C)OC1=C(C=C(C=C1C(=O)O)C(=O)O)C1=CC=CC=C1 isopropoxy-3,5-dicarboxy-1,1'-biphenyl